(difluoromethyl)-N-(4-fluoro-2-nitro-phenyl)-1,3,4-thiadiazol-2-amine FC(F)C1=NN=C(S1)NC1=C(C=C(C=C1)F)[N+](=O)[O-]